CC1=CC=C(C=C1)S(=O)(=O)OCC[C@H](C)O (S)-3-hydroxybutyl 4-methylbenzenesulfonate